((1H-imidazol-4-yl)methyl)-4-phenyl-1H-indazol-3-amine N1C=NC(=C1)CN1N=C(C2=C(C=CC=C12)C1=CC=CC=C1)N